ethyl 5-({5-bromo-3-[4-(2-methylpropanoyl)piperazin-1-yl]-2-nitrophenyl}amino)-1,3,4-thiadiazole-2-carboxylate BrC=1C=C(C(=C(C1)NC1=NN=C(S1)C(=O)OCC)[N+](=O)[O-])N1CCN(CC1)C(C(C)C)=O